2-[[5-(4-Bromophenyl)-2-furanyl]methylene]-2,3-dihydro-1H-inden-1-one BrC1=CC=C(C=C1)C1=CC=C(O1)C=C1C(C2=CC=CC=C2C1)=O